C=1C(=CN2C=CC=CC12)C(=O)N INDOLIZIN-2-CARBOXAMIDE